tert-butyl 4-((6-iodopyridin-3-yl)carbamoyl)piperazine-1-carboxylate IC1=CC=C(C=N1)NC(=O)N1CCN(CC1)C(=O)OC(C)(C)C